ClC1=CC2=C(N=N1)N(C=C2)[C@H]2CN(CCC2)C(=O)OC(C)(C)C tert-Butyl (3R)-3-(3-chloro-7H-pyrrolo[2,3-c]pyridazin-7-yl)piperidine-1-carboxylate